2-{[(2-amino-3-{[(dimethylcarbamoyl)amino]methyl}phenyl)carbamothioyl]amino}-2-(3-chlorophenyl)propyl 2,2-dimethylpropanoate CC(C(=O)OCC(C)(C1=CC(=CC=C1)Cl)NC(NC1=C(C(=CC=C1)CNC(N(C)C)=O)N)=S)(C)C